1-(1-methylpyrrolidin-3-yl)-4-(4,4,5,5-tetramethyl-1,3,2-dioxaborolan-2-yl)-1H-pyrazole CN1CC(CC1)N1N=CC(=C1)B1OC(C(O1)(C)C)(C)C